C(C)(C)(C)OC(=O)N1[C@@H](CN(C[C@@H]1C)C1=C2C=CC(=NC2=C(C=C1)C(NC=1C=C(C=2N(C1)C=C(N2)C)F)=O)OCCOC)C (2r,6s)-4-[8-({8-fluoro-2-methylimidazo[1,2-a]pyridin-6-yl}carbamoyl)-2-(2-methoxyethoxy)quinolin-5-yl]-2,6-dimethylpiperazine-1-carboxylic acid tert-butyl ester